C(C)C1=C(C(CC1C)=O)O 3-ethyl-2-hydroxy-4-methyl-cyclopent-2-en-1-one